5-heptenoic acid, 1-methylethyl ester C(CCCC=CC)(=O)OC(C)C